COC1=C(C=C2C(N(C(S2)=NN=C2C(NC3=CC=C(C=C23)C)=O)C2=CC=C(C=C2)OC)=O)C=CC(=C1)OC 3-(2-(5-(2,4-dimethoxybenzylidene)-3-(4-methoxyphenyl)-4-oxothiazolidin-2-ylidene)hydrazono)-5-methylindol-2-one